FC1=C(C=C2NC(C(=NC2=C1F)C)=O)CN1CCN(CC1)C=1C(=NC(=CC1)C)C(=O)NCCF (4-((7,8-difluoro-2-methyl-3-oxo-3,4-dihydroquinoxalin-6-yl)methyl)piperazin-1-yl)-N-(2-fluoroethyl)-6-methylpyridinecarboxamide